NCCCCN(C(OC(C)(C)C)=O)C tert-butyl (4-aminobutyl)(methyl)carbamate